NC1=C(C(=O)N)C=CC(=C1)Cl 2-amino-4-chlorobenzamide